1-(4-(5-(2-aminopyrimidin-4-yl)-4-(4-fluorophenyl)-1H-imidazol-1-yl)piperidin-1-yl)-2-(2,4-difluorophenyl)-3-(1H-1,2,4-triazol-1-yl)propan-2-ol NC1=NC=CC(=N1)C1=C(N=CN1C1CCN(CC1)CC(CN1N=CN=C1)(O)C1=C(C=C(C=C1)F)F)C1=CC=C(C=C1)F